OC1=C(C=C(C=C1)N1CCN(CC1)C(=O)OC(C)(C)C)C Tert-Butyl 4-(4-Hydroxy-3-Methylphenyl)Piperazine-1-Carboxylate